1,2,3-triazolo[4,5-b]pyridine-3-oxide hexafluorophosphate F[P-](F)(F)(F)(F)F.N1N=[N+](C2=NC=CC=C21)[O-]